(E)-N-phenyl-2,3-dihydro-1H-inden-1-imine C1(=CC=CC=C1)/N=C/1\CCC2=CC=CC=C12